(1S)-5-[5-(pyrazol-1-yl)-2-(thiophen-2-yl)imidazo[4,5-b]pyridin-3-yl]-2,3-dihydro-1H-inden-1-amine N1(N=CC=C1)C1=CC=C2C(=N1)N(C(=N2)C=2SC=CC2)C=2C=C1CC[C@@H](C1=CC2)N